C(C)C=1CCN(C1)C 4-ethyl-1-methyl-2,3-dihydro-1H-pyrrole